tert-Butyl (2S)-4-[2-(6,6-dimethyl-4,5,6,7-tetrahydro-1H-indazol-3-yl)-1H-indole-6-carbonyl]-2-methylpiperazine-1-carboxylate CC1(CCC=2C(=NNC2C1)C=1NC2=CC(=CC=C2C1)C(=O)N1C[C@@H](N(CC1)C(=O)OC(C)(C)C)C)C